O1C=CC2=C1C=CC(=C2)S(=O)(=O)N2CC1=C(C2)CN(C1)C(=O)OCC=1C=NC=CC1 Pyridin-3-ylmethyl 5-(1-benzofuran-5-sulfonyl)-1H,2H,3H,4H,5H,6H-pyrrolo[3,4-c]pyrrole-2-carboxylate